[Ca].FC1=C(C(=NC(=C1)[Sn](C)(C)C)OC)C=1C=NN(C1)C1OCCCC1 4-fluoro-2-methoxy-3-[1-(oxan-2-yl)pyrazol-4-yl]-6-(trimethylstannyl)pyridine calcium